C(=O)(O)C=1C(=C(C2=CC=CC=C2C1)N=NC1=C(C=C(C=C1)C)S(=O)(=O)[O-])O.C(=O)(O)C=1C(=C(C2=CC=CC=C2C1)N=NC1=C(C=C(C=C1)C)S(=O)(=O)[O-])O.[Ca+2] calcium bis[2-(3-carboxy-2-hydroxynaphthylazo)-5-methylbenzenesulfonate]